ClCCNC(=O)N1C=CC2=C1N=CN=C2N(C)[C@H]2CN(CC[C@H]2C)C(CC#N)=O N-(2-chloroethyl)-4-[[(3R,4R)-1-(2-cyanoacetyl)-4-methyl-3-piperidinyl]-methyl-amino]pyrrolo[2,3-d]pyrimidine-7-carboxamide